[Co+2].C1(=CC=CC=C1)C=1C2=CC=C(N2)C(=C2C=CC(C(=C3C=CC(=C(C=4C=CC1N4)C4=CC=CC=C4)N3)C3=CC=CC=C3)=N2)C2=CC=CC=C2 5,10,15,20-Tetraphenyl-21H,23H-porphine cobalt(II)